benzyl (S)-2-(cyanomethyl)-4-(2-((S)-2-(hydroxymethyl)pyrrolidine-1-yl)-6,7-dihydro-5H-pyrrolo[3,4-d]pyrimidin-4-yl)piperazine-1-carboxylate C(#N)C[C@@H]1N(CCN(C1)C=1C2=C(N=C(N1)N1[C@@H](CCC1)CO)CNC2)C(=O)OCC2=CC=CC=C2